C(C1=CC=CC=C1)N1C2=C(OCC1)C=CC(=C2)C2N(C(OC2)=O)S(=O)(=O)N (4-benzyl-3,4-dihydro-2H-benzo[b][1,4]oxazin-6-yl)-2-oxooxazolidine-3-sulfonamide